CN1N=C(C(=C1)NC=1C=NC(=CC1C)C(CC)=O)C1=CC(=NC=N1)NC(OC(C)(C)C)=O tert-butyl (6-(1-methyl-4-((4-methyl-6-propionylpyridin-3-yl)amino)-1H-pyrazol-3-yl)pyrimidin-4-yl)carbamate